ClC=1C(=CC2=C(N=C(O2)S)C1)Cl 5,6-dichlorobenzo[d]oxazole-2-thiol